OC=1C(=NC=CC1OC)C(=O)N[C@H](C(=O)O[C@H]([C@@H](C)C1=C(C=CC=C1)C)C)C [(1S,2S)-1-meth-yl-2-(o-tolyl)propyl] (2S)-2-[(3-hydroxy-4-methoxy-pyridine-2-carbonyl)amino]propanoate